O=C1C(=C(C1=O)NC1=C(C(=NC=C1)C(=O)N(C)C)O)NC1C(CCC2=CN(N=C12)C)(C)C 4-((3,4-dioxo-2-((2,6,6-trimethyl-4,5,6,7-tetrahydro-2H-indazol-7-yl)amino)cyclobut-1-en-1-yl)amino)-3-hydroxy-N,N-dimethylpicolinamide